CC=1C=C(C=C(C1O)C(C)(C)C)CCC(=O)NCCCCN 3-(3'-methyl-5'-tert-butyl-4-hydroxyphenyl)propionyl-tetramethylenediamine